ethyl 3-((6-chloro-1-methyl-1H-pyrazolo[3,4-d]pyrimidin-3-yl)amino)-4-methylbenzoate ClC1=NC=C2C(=N1)N(N=C2NC=2C=C(C(=O)OCC)C=CC2C)C